N-{3,5-Bis[(2H3)methyloxy]phenyl}-3-[1-(1-methylethyl)-1H-pyrazol-4-yl]-N-(3-pyridin-4-ylprop-2-yn-1-yl)quinoxalin-6-amine C(OC=1C=C(C=C(C1)OC([2H])([2H])[2H])N(C=1C=C2N=C(C=NC2=CC1)C=1C=NN(C1)C(C)C)CC#CC1=CC=NC=C1)([2H])([2H])[2H]